3-ethyl-4-((3-fluoropyridin-4-yl)amino)-3H-imidazo[4,5-c]pyridin C(C)N1C=NC2=C1C(=NC=C2)NC2=C(C=NC=C2)F